2-cyclopropyl-5-iodopyridazin-3(2H)-one C1(CC1)N1N=CC(=CC1=O)I